4-{5-methyl-3,4,6,13-tetraazatricyclo[8.3.0.02,6]trideca-1(10),2,4,11-tetraen-11-yl}-N-(piperidin-3-yl)-5-(trifluoromethyl)pyrimidin-2-amine CC1=NN=C2C=3NC=C(C3CCCN12)C1=NC(=NC=C1C(F)(F)F)NC1CNCCC1